4-(2-(((R)-((S)-7-(1-ethyl-1H-indazol-5-yl)-2,3-dihydro-1H-pyrido[2,3-b][1,4]oxazin-3-yl)(phenyl)methyl)amino)ethyl)benzonitrile C(C)N1N=CC2=CC(=CC=C12)C1=CC2=C(O[C@@H](CN2)[C@@H](C2=CC=CC=C2)NCCC2=CC=C(C#N)C=C2)N=C1